O=C1[C@@H](O[C@@H]([C@H]1O)CO)N1C=NC=2C(N)=NC=NC12 oxo-2'-deoxyadenosine